COC1=NC2=CC3=C(C=C2C=C1C)OCC[C@@H]1N(C3)CCN(C1)C(=O)OC(C)(C)C tert-butyl (S)-11-methoxy-10-methyl-1,2,4,4a,5,6-hexahydro-3H,14H-pyrazino[1',2':5,6][1,5]oxazocino[2,3-g]quinoline-3-carboxylate